hexafluoroantimonate gold [Au+3].F[Sb-](F)(F)(F)(F)F.F[Sb-](F)(F)(F)(F)F.F[Sb-](F)(F)(F)(F)F